(S)-3-cyclopropyl-2-(2-fluorophenyl)-N-(7-(3-hydroxyl-3-methylbut-1-yn-1-yl)-5-Methyl-4-oxo-2,3,4,5-tetrahydrobenzo[b][1,4]oxazepine-3-yl)imidazo[2,1-b]thiazole-6-carboxamide C1(CC1)C=1N2C(SC1C1=C(C=CC=C1)F)=NC(=C2)C(=O)N[C@@H]2C(N(C1=C(OC2)C=CC(=C1)C#CC(C)(C)O)C)=O